CSC=1C=C(C=CC1)C1=NN2C=NC=3C=CC=CC3C2=N1 2-[3-(methylsulfanyl)phenyl][1,2,4]triazolo[1,5-c]quinazolin